CN(C/C=C/C(=O)NC1=C(C=C(C(=C1)NC1=NC=CC(=N1)C1=CN(C2=CC=CC=C12)C)OC)F)C (E)-4-(dimethylamino)-N-(2-fluoro-4-methoxy-5-((4-(1-methyl-1H-indol-3-yl)pyrimidin-2-yl)amino)phenyl)but-2-enamide